pyrano-isoxazole O1NC=C2C1=CC=CO2